(-)-1-(5-chloro-thiazol-2-yl)-3-[(3S*,4R*)-4-(2,6-difluoro-4-methoxy-phenyl)-2-oxo-pyrrolidin-3-yl]urea ClC1=CN=C(S1)NC(=O)N[C@@H]1C(NC[C@H]1C1=C(C=C(C=C1F)OC)F)=O |o1:10,14|